C(C)(C)[C@H]1CC[C@H](CC1)OC[C@@H]1N(CCC[C@@H]1NS(=O)(=O)C)C(=O)NCCC cis-2-(((cis-4-isopropylcyclohexyl)oxy)methyl)-3-((methylsulfonyl)amino)-N-propylpiperidine-1-carboxamide